ClCC=1N(C=2C(=NC=C(C2)C(=O)OCC)N1)C[C@H]1OCC1 ethyl 2-(chloromethyl)-1-[(2S)-oxetan-2-ylmethyl]imidazo[4,5-b]pyridine-6-carboxylate